2-chloro-4-isopropyl-6-(4-phenylpiperazin-1-yl)pyrimidine ClC1=NC(=CC(=N1)C(C)C)N1CCN(CC1)C1=CC=CC=C1